C1(CC=C(C(=C1)C)N)(C)N 5-xylene-1,4-diamine